(S)-tert-butyl (1-((2'-amino-3'-fluoro-6-methyl-[2,4'-bipyridin]-5-yl)oxy)-2,4-dimethylpentan-2-yl)carbamate NC1=NC=CC(=C1F)C1=NC(=C(C=C1)OC[C@@](CC(C)C)(C)NC(OC(C)(C)C)=O)C